CC(C(=O)OCOP(=O)(OCOC(C(C)(C)C)=O)C(C=1C=C2C=C(N(C2=CC1)C(=O)OCC1=CC=CC=C1)C(=O)OCC1=CC=CC=C1)(F)F)(C)C 1,2-dibenzyl 5-{[bis({[(2,2-dimethylpropanoyl)oxy]methoxy})phosphoryl]difluoromethyl}-1H-indole-1,2-dicarboxylate